BrC=1C=C2C(=C(C(N(C2=CC1O)C)=O)C(=O)N)N1CCC(CC1)(C=1OC2=C(N1)C=C(C=C2)C)C 6-Bromo-7-hydroxy-1-methyl-4-[4-methyl-4-(5-methyl-1,3-benzooxazol-2-yl)piperidin-1-yl]-2-oxo-1,2-dihydroquinoline-3-carboxamide